(3,5-di-tert-butyl-4-hydroxyphenyl)propionic isooctyl ester C(CCCCC(C)C)OC(C(C)C1=CC(=C(C(=C1)C(C)(C)C)O)C(C)(C)C)=O